O1COC(C1)C(C)O 1-(1,3-dioxolan-4-yl)ethan-1-ol